(9H-fluoren-9-yl)methyl (S)-4-(2-(4,4-difluoropiperidin-1-yl)ethyl)-5-oxooxazolidine-3-carboxylate FC1(CCN(CC1)CC[C@@H]1N(COC1=O)C(=O)OCC1C2=CC=CC=C2C=2C=CC=CC12)F